1-amino-benzene-2,5-dicarboxylic acid NC1=C(C=CC(=C1)C(=O)O)C(=O)O